Cl.N1(CCCCCC1)C[C@H]1NCC2=CC=CC=C2C1 (3S)-3-(azepan-1-ylmethyl)-1,2,3,4-tetrahydroisoquinoline hydrochloride